5,6-dihydroxy-inden-1-one OC=1C=C2C=CC(C2=CC1O)=O